hexacosyl laurate C(CCCCCCCCCCC)(=O)OCCCCCCCCCCCCCCCCCCCCCCCCCC